FC1=C(C=CC=C1)C(CC#N)=O 3-(2-fluorophenyl)-3-oxo-propionitrile